O=C(C#N)CC12CC(C1)(C2)C(F)(F)F oxo-3-[3-(trifluoromethyl)bicyclo[1.1.1]pentan-1-yl]propanenitrile